6-chloro-3-[hydroxy-(6-methoxy-3-pyridyl)methylene]-5-(4-morpholinophenyl)indolin-2-one ClC1=C(C=C2C(C(NC2=C1)=O)=C(C=1C=NC(=CC1)OC)O)C1=CC=C(C=C1)N1CCOCC1